OC(=O)C(F)(F)F.ONC(=O)CCCCCCNC(C1=CC=C(C=C1)CNC1C(C1)C1=CC=CC=C1)=O N-(6-Hydroxycarbamoyl-hexyl)-4-[(2-phenyl-cyclopropylamino)-methyl]-benzamide TFA Salt